OCCOCCOCCOCCOCCOCCOCCOCCOCCOC1=CC=C(C(=O)OC(C)(C)C)C=C1 tert-butyl 4-[2-[2-[2-[2-[2-[2-[2-[2-(2-hydroxyethoxy)ethoxy] ethoxy] ethoxy] ethoxy]ethoxy]ethoxy]ethoxy]ethoxy]benzoate